7-bromo-5-fluorochroman-4-one BrC1=CC(=C2C(CCOC2=C1)=O)F